(Sa)-6-(4-Chloro-1-(4-isopropylbenzyl)-1H-indazol-7-carboxamido)spiro[3.3]heptan ClC1=C2C=NN(C2=C(C=C1)C(=O)NC1CC2(CCC2)C1)CC1=CC=C(C=C1)C(C)C